bis(1,2,2,6,6-pentamethyl 4-piperidinyl)malonate CN1C(CC(CC1(C)C)C(C(=O)[O-])(C(=O)[O-])C1CC(N(C(C1)(C)C)C)(C)C)(C)C